(3-chloropyridin-2-yl)(3-(4-((2-fluorophenyl)(hydroxy)methyl)-2-(hydroxymethyl)phenyl)pyrrolidin-1-yl)methanone ClC=1C(=NC=CC1)C(=O)N1CC(CC1)C1=C(C=C(C=C1)C(O)C1=C(C=CC=C1)F)CO